2-(N-(1-(1-(naphthalen-1-yl)ethyl)piperidin-4-yl)methylsulfonamido)-N-(3,3,3-trifluoro-2-(prop-2-yn-1-ylamino)propyl)acetamide C1(=CC=CC2=CC=CC=C12)C(C)N1CCC(CC1)N(S(=O)(=O)C)CC(=O)NCC(C(F)(F)F)NCC#C